N1=C(C=CC=C1)C1=NC(=CC(=C1)OCCCO)C1=NC=CC=C1 3-([2,2':6',2''-terpyridin]-4'-yloxy)propan-1-ol